BrC=1C=C(C=CC1)N1N=CC(=C1N)C(=O)OCC ethyl 1-(3-bromophenyl)-5-amino-1H-pyrazole-4-carboxylate